8-fluoro-6-(3-pyridin-4-yl-propoxy)-2-thieno[2,3-c]pyridin-5-yl-3H-quinazolin-4-one FC=1C=C(C=C2C(NC(=NC12)C=1C=C2C(=CN1)SC=C2)=O)OCCCC2=CC=NC=C2